N1CCC(CC1)C1=CC=CC(=N1)OCC1=C(C=C(C=C1)C(C)=O)OC(F)(F)F (4-(((6-(piperidin-4-yl)pyridin-2-yl)oxy)methyl)-3-(trifluoromethoxy)phenyl)ethan-1-one